(S)-tert-butyl (6-(isoxazol-5-yl)-1,3,4,5-tetrahydrobenzo[c]oxepin-1-yl)methyl(methyl)carbamate O1N=CC=C1C1=CC=CC=2[C@H](OCCCC21)CN(C(OC(C)(C)C)=O)C